FC(C1CN(C1)CC=1N=C(N2C1CNCC2)C=C)(F)F 1-((3-(trifluoromethyl)azetidin-1-yl)methyl)-3-vinyl-5,6,7,8-tetrahydroimidazo[1,5-a]pyrazine